[3-(2'-butyl-6-oxo-1,6-dihydro-[4,5'-bipyrimidin]-2-yl)-4-(trifluoromethyl)benzyl]isobutyramide C(CCC)C1=NC=C(C=N1)C=1N=C(NC(C1)=O)C=1C=C(CC(C(=O)N)(C)C)C=CC1C(F)(F)F